C(C)(C)OC(CBr)OC1C=CCC1(C)C bromoacetaldehyde 5,5-dimethyl-2-cyclopentenyl isopropyl acetal